1-N-[3-(4-cyano-3-methoxy-phenoxy)-2,2,4,4-tetramethyl-cyclobutyl]-4-[2-(4-oxocyclohexyl)ethynyl]benzamide C(#N)C1=C(C=C(OC2C(C(C2(C)C)NC(C2=CC=C(C=C2)C#CC2CCC(CC2)=O)=O)(C)C)C=C1)OC